2-(1,1-dioxothiane-3-yl)-N-(3-methoxyphenyl)formamide O=S1(CC(CCC1)C1=C(C=CC=C1OC)NC=O)=O